(2S,4R)-1-((S)-3,3-dimethyl-2-(6-oxohexanamido)butanoyl)-N-(4-ethynylbenzyl)-4-hydroxypyrrolidine-2-carboxamide CC([C@@H](C(=O)N1[C@@H](C[C@H](C1)O)C(=O)NCC1=CC=C(C=C1)C#C)NC(CCCCC=O)=O)(C)C